[4-(2-bromo-5H-pyrrolo[2,3-b]pyrazin-7-yl)-3,6-dihydro-2H-pyridin-1-yl]-[2-nitro-4-(trifluoromethoxy)phenyl]methanone BrC=1N=C2C(=NC1)NC=C2C=2CCN(CC2)C(=O)C2=C(C=C(C=C2)OC(F)(F)F)[N+](=O)[O-]